C[C@H]1C2N(CCC1)C(N(N2)CC=2C=NC(=CC2)C(F)(F)F)=O |r| (5RS,8RS)-8-Methyl-3-oxo-2-{[6-(trifluoromethyl)pyridin-3-yl]methyl}octahydro[1,2,4]triazolo[4,3-a]pyridin